4-((2-(1H-pyrrolo[2,3-b]pyridin-4-yl)pyrimidin-4-yl)amino)tetrahydro-2H-thiopyran-4-carbonitrile 1,1-dioxide N1C=CC=2C1=NC=CC2C2=NC=CC(=N2)NC2(CCS(CC2)(=O)=O)C#N